ClC1=CC=C2C(=N1)N=C(N2)CN2CC=1C(CC2)=NN(C1C1=C(C=C(C=C1)OC)Cl)C 5-({5-chloro-1H-imidazo[4,5-b]pyridin-2-yl}methyl)-3-(2-chloro-4-methoxyphenyl)-2-methyl-2H,4H,5H,6H,7H-pyrazolo[4,3-c]pyridine